tert-butyl 4-[[4-(methylamino)-2-methylsulfanyl-pyrimidin-5-yl]methylamino]-3,4-dihydro-2H-quinoline-1-carboxylate CNC1=NC(=NC=C1CNC1CCN(C2=CC=CC=C12)C(=O)OC(C)(C)C)SC